C(C)(CC)OC1=CC2=C(CN(CCC2)C2=CC(=C(C(=C2)C)NC(CC(C)(C)C)=O)C)C=C1 N-(4-(7-(sec-Butoxy)-1,3,4,5-tetrahydro-2H-benzo[c]azepin-2-yl)-2,6-dimethylphenyl)-3,3-dimethylbutyramide